C(C)(C)(C)OC(=O)N1C[C@]2(C[C@H]1C(N)=O)C(NC1=CC=CC=C12)=O (3R,5'S)-5'-carbamoyl-2-oxospiro[indoline-3,3'-pyrrolidine]-1'-carboxylic acid tert-butyl ester